(Z)-cyclohexadeca-5-enone C1(CCC\C=C/CCCCCCCCCC1)=O